N-[3-fluoro-4-({6-methoxy-7-[2-(3-methoxyazetidin-1-yl)ethoxy]quinolin-4-yl}oxy)phenyl]-5-(4-fluorophenyl)-6-oxo-2,3,5,6-tetrahydrofuro[3,2-c]pyridine-7-carboxamide FC=1C=C(C=CC1OC1=CC=NC2=CC(=C(C=C12)OC)OCCN1CC(C1)OC)NC(=O)C1=C2C(=CN(C1=O)C1=CC=C(C=C1)F)CCO2